2'-Chloro-5'-methoxy-6-methyl-N-(5-(tetrahydro-2H-pyran-4-carbonyl)-5,6-dihydro-4H-pyrrolo[3,4-d]thiazol-2-yl)-[4,4'-bipyridine]-3-carboxamide ClC1=NC=C(C(=C1)C1=C(C=NC(=C1)C)C(=O)NC=1SC2=C(N1)CN(C2)C(=O)C2CCOCC2)OC